BrC=1C=C(COC2=C(C=C(C=C2)Cl)Cl)C=CC1 1-((3-Bromobenzyl)oxy)-2,4-dichlorobenzene